2-bromo-1-(2-tert-butyloxazol-4-yl)-ethanone BrCC(=O)C=1N=C(OC1)C(C)(C)C